N5-(((2R,3S,4R,5S)-5-(2-(benzyloxy)-2-oxoethyl)-3,4-dihydroxytetrahydrofuran-2-yl)methyl)-N2-((benzyloxy)carbonyl)-L-glutamine C(C1=CC=CC=C1)OC(C[C@H]1[C@@H]([C@@H]([C@H](O1)CNC(CC[C@H](NC(=O)OCC1=CC=CC=C1)C(=O)O)=O)O)O)=O